C1(CCCCCCCCCCCCCCCCC1)OB(O)O cyclooctadecyl-boric acid